2-aminopropanamide NC(C(=O)N)C